C(C)(C)(C)OC(=O)N1CC2(CC(C2)N)CC1 6-tert-butoxycarbonyl-2-amino-6-azaspiro[3.4]octane